methyl 2-chloro-5-fluoro-6-meth-ylnicotinate ClC1=C(C(=O)OC)C=C(C(=N1)C)F